ClC1=CC=NC2=CC(=CC=C12)C=1C=NN(C1)C 4-chloro-7-(1-methyl-1H-pyrazol-4-yl)quinoline